N=1SN=C2C1C=CC=C2NS(=O)(=O)C2=CNC1=CC(=CC=C21)C(F)(F)F N-(2,1,3-benzothiadiazol-4-yl)-6-(trifluoromethyl)-1H-indole-3-sulfonamide